BrC1=CC(=NC=C1)N(C1COC1)C 4-bromo-N-methyl-N-(oxetan-3-yl)pyridin-2-amine